(S)-3-(3-(chroman-4-ylcarbamoyl)-4-(dimethylamino)quinolin-8-yl)azetidine-1-carboxylic acid tert-butyl ester C(C)(C)(C)OC(=O)N1CC(C1)C=1C=CC=C2C(=C(C=NC12)C(N[C@H]1CCOC2=CC=CC=C12)=O)N(C)C